ethyl 2-(3-((1,3-dioxoisoindolin-2-yl)methyl)phenyl)thiazole-4-carboxylate O=C1N(C(C2=CC=CC=C12)=O)CC=1C=C(C=CC1)C=1SC=C(N1)C(=O)OCC